tert-butyl 7-({5-[4-(2-hydroxyethoxy)piperidin-1-yl]pyridin-2-yl}amino)-1-oxo-4-(4,4,5,5-tetramethyl-1,3,2-dioxaborolan-2-yl)-3H-isoindole-2-carboxylate OCCOC1CCN(CC1)C=1C=CC(=NC1)NC=1C=CC(=C2CN(C(C12)=O)C(=O)OC(C)(C)C)B1OC(C(O1)(C)C)(C)C